COC=1C=C(C=CC1OC)[C@H](C1CCN(CC1)C(=O)N1C[C@@H]2[C@@H](OCC(N2)=O)CC1)C1=NC=CC=C1 |o1:10| (4aR,8aS)-6-[4-[(S or R)-(3,4-dimethoxyphenyl)-(2-pyridyl)methyl]piperidine-1-carbonyl]-4,4a,5,7,8,8a-hexahydropyrido[4,3-b][1,4]oxazin-3-one